S(=O)(=O)(C1=CC=C(C)C=C1)OC(C#N)(C1=CC=CC=C1)OC=C tosyloxy-(vinyloxy)-phenylacetonitrile